C(C)C=1C(NC=2C=C(C=NC2C1)CN1[C@H](CN(CC1)C=1C=CC(=NC1)C(=O)NC([2H])([2H])[2H])C)=O (S)-5-(4-((7-ethyl-6-oxo-5H-1,5-naphthyridin-3-yl)methyl)-3-methylpiperazine-1-yl)-N-(methyl-d3)pyridine-2-carboxamide